ClC1=CC2=C(NC(=N2)C2C(C2)(C(=O)N)OCC)C=C1Cl 5,6-dichloro-1H-benzo[d]imidazol-2-yl-1-ethoxycyclopropane-1-carboxamide